NCC(C(=O)OC)N1N=C(C=C1C(=O)OC)Br methyl 1-(3-amino-1-methoxy-1-oxopropan-2-yl)-3-bromo-1H-pyrazole-5-carboxylate